(2R)-3-[5,7-difluoro-2-(4-fluorophenyl)-1H-indol-3-yl]-2-hydroxy-propionic acid methyl ester COC([C@@H](CC1=C(NC2=C(C=C(C=C12)F)F)C1=CC=C(C=C1)F)O)=O